Ethyl 2-methyl-2-(2-methyl-4-((5-oxo-4-(4-(trifluoromethoxy)phenyl)-4,5-dihydro-1H-1,2,4-triazol-1-yl)-methyl)phenoxy)propionate CC(C(=O)OCC)(C)OC1=C(C=C(C=C1)CN1N=CN(C1=O)C1=CC=C(C=C1)OC(F)(F)F)C